2-(1-phenethoxyprop-1-en-2-yl)naphthalene C(CC1=CC=CC=C1)OC=C(C)C1=CC2=CC=CC=C2C=C1